N-[({3-[6-(4-cyclohexanecarbonyl)piperazin-1-yl]pyridin-3-yl}-2-oxazolidinone-5-yl)methyl]acetamide C1CCC(CC1)C(=O)C1CNCCN1C1(CN=CC=C1)N1C(OC(C1)CNC(C)=O)=O